5-(2-azidopropan-2-yl)-N-(2-(2-fluoroprop-2-yl)pyrimidin-4-yl)-8-methoxyisoquinolin-3-amine N(=[N+]=[N-])C(C)(C)C1=C2C=C(N=CC2=C(C=C1)OC)NC1=NC(=NC=C1)C(C)(C)F